N-((2S,3S)-1-Morpholino-3-phenylbutan-2-yl)aniline O1CCN(CC1)C[C@H]([C@@H](C)C1=CC=CC=C1)NC1=CC=CC=C1